9,10-DIHYDRO-9-OXA-10-PHOSPHAPHENANTHRENE-10-OXIDE C1=CC=CC=2C3=CC=CC=C3OP(C12)=O